FC=1C=C2C(=NC(=NC2=C(C1C1=C(C=CC(=C1)O)F)F)OCC12CCCN2CC(C1)=C)N1C[C@H]2CC[C@@H](C1)N2C(=O)OC(C)(C)C tert-butyl (1R,5S)-3-(6,8-difluoro-7-(2-fluoro-5-hydroxyphenyl)-2-((2-methylenetetrahydro-1H-pyrrolizin-7a(5H)-yl)methoxy)quinazolin-4-yl)-3,8-diazabicyclo[3.2.1]octane-8-carboxylate